3-((3-cyanophenyl)(methyl)carbamoyl)bicyclo[1.1.1]pentan-1-yl (1-(4-(2,6-dioxopiperidin-3-yl)-3,5-difluorophenyl)azetidin-3-yl)carbamate O=C1NC(CCC1C1=C(C=C(C=C1F)N1CC(C1)NC(OC12CC(C1)(C2)C(N(C)C2=CC(=CC=C2)C#N)=O)=O)F)=O